benzyl ((1R,3S)-3-hydroxycyclohexyl)carbamate O[C@@H]1C[C@@H](CCC1)NC(OCC1=CC=CC=C1)=O